(2S)-N,N-dimethyl-1-[(6Z,9Z,12Z)-octadecan-6,9,12-trien-1-yloxy]-3-(octyloxy)propan-2-amine CN([C@H](COCCCCC\C=C/C\C=C/C\C=C/CCCCC)COCCCCCCCC)C